FC1(CC1)CN[C@H]1C[C@H](N(CC1)CC1=C2C=CNC2=C(C=C1OC)C)C1=CC=C(C(=O)O)C=C1 4-((2S,4R)-4-(((1-fluorocyclopropyl)methyl)amino)-1-((5-methoxy-7-methyl-1H-indol-4-yl)methyl)piperidin-2-yl)benzoic acid